(1s,4s)-4-((5-(imidazo[1,2-a]pyrimidin-6-yl)-4-(methoxy-d3)pyrrolo[2,1-f][1,2,4]triazin-2-yl)amino)-1-methylcyclohexan-1-ol N=1C=CN2C1N=CC(=C2)C=2C=CN1N=C(N=C(C12)OC([2H])([2H])[2H])NC1CCC(CC1)(O)C